FCCN1C=C(C=2C1=NC=CC2CC2=CC=C(C=C2)C(F)(F)F)C(=O)NC2CCC(CC2)CC(=O)O 2-[(1r,4r)-4-[[1-(2-fluoroethyl)-4-[[4-(trifluoromethyl)phenyl]methyl]pyrrolo[2,3-b]pyridine-3-carbonyl]amino]cyclohexyl]acetic acid